tert-butyl((4-((E)-2-(6-((2S,6R)-2,6-dimethylmorpholino)pyridin-2-yl)vinyl)pyridin-2-yl)methyl)carbamate C(C)(C)(C)OC(NCC1=NC=CC(=C1)\C=C\C1=NC(=CC=C1)N1C[C@@H](O[C@@H](C1)C)C)=O